C(C)(C)(C)OC(=O)N1[C@H](COCCC1)C=1C=NC=C(C1)N.ClC1=C(C=CC=C1)CC(=O)NC1=CC(=C(C=C1)N1N=C(N=C1)OC)S(N)(=O)=O 2-(2-Chlorophenyl)-N-[4-(3-methoxy-1H-1,2,4-triazol-1-yl)-3-sulfamoylphenyl]acetamide tert-butyl-(S)-3-(5-aminopyridin-3-yl)-1,4-oxazepane-4-carboxylate